lithium manganese nickel dioxide [Ni](=O)=O.[Mn].[Li]